2-methyl-5-[2-methyl-4-[1-tetrahydropyran-2-yl-3-(2-triisopropylsilylethynyl)indazol-5-yl]pyrazol-3-yl]oxy-piperidine-1-carboxylic acid tert-butyl ester C(C)(C)(C)OC(=O)N1C(CCC(C1)OC=1N(N=CC1C=1C=C2C(=NN(C2=CC1)C1OCCCC1)C#C[Si](C(C)C)(C(C)C)C(C)C)C)C